P(O)(=O)(OP(=O)(O)OP(=O)(O)O)OC[C@@H]1[C@H]([C@H]([C@@H](O1)C1=CN(C(=O)NC1=O)CCCC)O)O 1-butyl-pseudouridine triphosphate